BrCC1=CC=C(C=C1)C1=NC=C(C=C1)C(F)F 2-[4-(Bromomethyl)phenyl]-5-(difluoromethyl)pyridine